NC1=NC=NN2C1=C(C=C2C=2C(=CC(=C(C(=O)N[C@@H]1CN(C[C@@H]1F)C(C(CC)(C(F)(F)F)O)=O)C2)Cl)F)C(F)(F)F 5-[4-amino-5-(trifluoromethyl)pyrrolo[2,1-f][1,2,4]triazin-7-yl]-2-chloro-4-fluoro-N-[(3R,4S)-4-fluoro-1-[2-hydroxy-2-(trifluoromethyl)butanoyl]pyrrolidin-3-yl]benzamide